C(C)(C)(C)OC(=O)N1C(CCCC1)OC1CC(C1)N1CCC(CC1)C\C=C\C=1C(=NC=2N(C1)C=C(N2)C2=C(C=CC=C2)O)N [3-[4-[(E)-3-[7-amino-2-(2-hydroxyphenyl)imidazo[1,2-a]pyrimidin-6-yl]allyl]-1-piperidinyl]cyclobutoxy]piperidine-1-carboxylic acid tert-butyl ester